C(CCCCC(C)C)C(C(=O)[O-])(S)CCCCCC(C)C.C(CCCCCCC)[Sn+2]CCCCCCCC.C(CCCCC(C)C)C(C(=O)[O-])(CCCCCC(C)C)S dioctyltin bis-isooctyl-mercaptoacetate